ClC=1C=C2C(=NC=NC2=C(C1C1=NC(=CC2=CC=CC=C12)N)F)N1CCNCC1 1-(6-chloro-8-fluoro-4-(piperazin-1-yl)quinazolin-7-yl)isoquinolin-3-amine